C(C)(C)(C)OC(=O)N1CCN(CC1)[C@H](C)C1=CC=C(C=C1)CO (R)-4-(1-(4-(hydroxymethyl)phenyl)ethyl)piperazine-1-carboxylic acid tert-butyl ester